ethyl 3-bromo-5-[tert-butoxycarbonyl(methyl)amino]-4,5,6,7-tetrahydro-2-benzothiophene-1-carboxylate BrC=1SC(=C2C1CC(CC2)N(C)C(=O)OC(C)(C)C)C(=O)OCC